3-[4-[[4-(2-pyridyl)triazol-1-yl]methyl]phenyl]-5-(trifluoromethyl)-1,2,4-oxadiazole N1=C(C=CC=C1)C=1N=NN(C1)CC1=CC=C(C=C1)C1=NOC(=N1)C(F)(F)F